C(C1=CC=CC=C1)OC1=C(C=C2CCC(NC2=C1)=O)F 7-(benzyloxy)-6-fluoro-3,4-dihydroquinolin-2(1H)-one